oxoacetic acid hydrate O.O=CC(=O)O